NC1CN(CC1)C1=NC(=CC(=N1)N1C(C2=CC=CC(=C2C1)C1=C(C=CC=C1OC)F)=O)C 2-(2-(3-aminopyrrolidin-1-yl)-6-methylpyrimidin-4-yl)-4-(2-fluoro-6-methoxyphenyl)isoindol-1-one